cyclobutylmethanesulfonyl chloride C1(CCC1)CS(=O)(=O)Cl